2,3-diaminomannuronic acid N[C@](C=O)(O)[C@@](O)([C@H](O)[C@H](O)C(=O)O)N